8,9-dimethyltetracyclo[4.4.0.12,5.17,10]-3-dodecene CC1C2C3C4C=CC(C3C(C1C)C2)C4